C(C)(C)N(C(O)=O)C(C)C.C(C)(C)C(C)(C)C(C)C diisopropylpropane (diisopropylcarbamate)